N2-(3-(5-isopropoxy-pyridin-2-yl)-1,2,4-oxadiazol-5-yl)-N3,N3-dimethyl-pyridine-2,3-diamine C(C)(C)OC=1C=CC(=NC1)C1=NOC(=N1)NC1=NC=CC=C1N(C)C